octyloctylphosphonic acid C(CCCCCCC)C(CCCCCCC)P(O)(O)=O